ClC1=C(C=C(C(=O)N2CC=3N=C(N(C(C3C[C@H]2C)=O)CCCCC(=O)NC)SC)C=C1)C(F)(F)F (R)-5-(7-(4-chloro-3-(trifluoromethyl)benzoyl)-6-methyl-2-(methylthio)-4-oxo-5,6,7,8-tetrahydropyrido[3,4-d]pyrimidin-3(4H)-yl)-N-methylpentanamide